hexyl 3-ethyl-12-hexyl-6-(2-hydroxyethyl)-10-oxo-9,11-dioxa-3,6-diazahenicosan-21-oate C(C)N(CC)CCN(CCOC(OC(CCCCCCCCC(=O)OCCCCCC)CCCCCC)=O)CCO